C(=O)C1=C(C(=CC(=C1)C)C)NC(OC(C)(C)C)=O TERT-BUTYL 2-FORMYL-4,6-DIMETHYLPHENYLCARBAMATE